N-(5-(5-chlorothiophen-2-yl)-4-cyclobutyl-1-methyl-1H-pyrazol-3-yl)-3,3-difluoro-1-methylcyclobutane-1-carboxamide ClC1=CC=C(S1)C1=C(C(=NN1C)NC(=O)C1(CC(C1)(F)F)C)C1CCC1